aminopropyl-(dimethyl)silane NCCC[SiH](C)C